CN1[C@@H](CCC1)COC=1N=CC2=C(N1)N=C(C=C2)C2=C(C=NC=C2)C(F)(F)F 2-(((S)-1-methylpyrrolidin-2-yl)methoxy)-7-(3-(trifluoromethyl)pyridin-4-yl)pyrido[2,3-d]pyrimidine